5-(6-((1-(2-(4-(1,2-bis(4-hydroxyphenyl)but-1-en-1-yl)phenoxy)ethyl)piperidin-4-yl)methyl)-3,6-diazabicyclo[3.1.1]heptan-3-yl)-2-(2,6-dioxopiperidin-3-yl)-6-fluoroisoindoline-1,3-dione OC1=CC=C(C=C1)C(=C(CC)C1=CC=C(C=C1)O)C1=CC=C(OCCN2CCC(CC2)CN2C3CN(CC2C3)C=3C=C2C(N(C(C2=CC3F)=O)C3C(NC(CC3)=O)=O)=O)C=C1